O=C1NC(CCC1N1C(C2=CC=C(C=C2C1)NC(=O)C=1SC=CN1)=O)=O N-(2-(2,6-dioxopiperidin-3-yl)-1-oxoisoindolin-5-yl)thiazole-2-carboxamide